N-(4-(propargyloxy)phenyl)quinoxaline-6-carboxamide C(C#C)OC1=CC=C(C=C1)NC(=O)C=1C=C2N=CC=NC2=CC1